C(C1=CC=CC=C1)OCC(C=CC)O 1-(benzyloxy)pent-3-en-2-ol